4-(mesityl-λ2-iodanyl)-1-methyl-1H-pyrazole trifluoromethanesulfonate FC(S(=O)(=O)O)(F)F.C1(=C(C(=CC(=C1)C)C)IC=1C=NN(C1)C)C